(1s,4s)-4-((2-((2-(1-(Cyclopropylsulfonyl)-1H-pyrazol-4-yl)pyridin-4-yl)amino)-5-(1-methyl-5-(trifluoromethyl)-1H-pyrazol-3-yl)pyrimidin-4-yl)amino)-1-methylcyclohexan-1-ol C1(CC1)S(=O)(=O)N1N=CC(=C1)C1=NC=CC(=C1)NC1=NC=C(C(=N1)NC1CCC(CC1)(O)C)C1=NN(C(=C1)C(F)(F)F)C